C(C)(C)(C)OC(=O)N(C1=C(C(=O)OC)C=C(C=C1)Cl)C Methyl 2-((tert-Butoxycarbonyl) (methyl) amino)-5-chlorobenzoate